[Cl-].C1(C=CC=C1)C1=C(C=CC=C1)P(C1=CC=CC=C1)C1=CC=CC=C1.[Ni+2].[Cl-] nickel (cyclopentadienyl)(triphenylphosphine) chloride